CC(C)C1=C(C=C(C=C1)C(C)C)S(=O)(=O)N 2,5-di(propan-2-yl)benzene-1-sulfonamide